COC=1C=C(C=NC1)C1=NC(=NC(=C1)NC1=NNC(=C1)C)NC12CC3(CC(CC(C1)C3)C2)O 3-[(4-(5-methoxypyridin-3-yl)-6-[(5-methyl-1H-pyrazol-3-yl)amino]pyrimidin-2-yl)amino]adamantan-1-ol